(2Z)-6-(2H-1,3-benzodioxol-5-yl)-2-(hydroxyimino)-2,3-dihydro-1H-inden-1-one O1COC2=C1C=CC(=C2)C2=CC=C1C/C(/C(C1=C2)=O)=N/O